5-((1S,4S)-5-(azetidin-3-ylmethyl)-2,5-diazabicyclo[2.2.1]heptan-2-yl)-2-(2,6-dioxopiperidin-3-yl)-6-fluoroisoindoline-1,3-dione N1CC(C1)CN1[C@@H]2CN([C@H](C1)C2)C=2C=C1C(N(C(C1=CC2F)=O)C2C(NC(CC2)=O)=O)=O